diamino-3,3'-biphenyl-disulfonic acid NC1=C(C(=C(C=C1)C1=CC(=CC=C1)S(=O)(=O)O)N)S(=O)(=O)O